C1(CC1)CNC(=O)C=1N=NN(C1)CCCCC1=CNN(S1)C(=O)NCC1=NC=CC=C1 5-(4-{4-[(cyclopropylmethyl)carbamoyl]-1H-1,2,3-triazol-1-yl}butyl)-N-(pyridin-2-ylmethyl)-1,2,3-thiadiazole-2-carboxamide